ethyl (3R,4S)-4-(5-chloro-1-methyl-pyrazol-4-yl)-2-oxo-pyrrolidine-3-carboxylate ClC1=C(C=NN1C)[C@@H]1[C@H](C(NC1)=O)C(=O)OCC